OCCNCC1=C(C=CC=C1)O (hydroxyethylaminomethyl)phenol